C1(=CC=CC2=CC=CC=C12)[N+]=1[N-]OC(C1)=O (Naphthalen-1-yl)sydnone